BrC1=NN(C(=N1)[C@H](C)O)C (S)-1-(3-Bromo-1-methyl-1H-1,2,4-triazol-5-yl)ethanol